4-dimethylamino-1-neopentylpyridine chloride [Cl-].CN(C1=CCN(C=C1)CC(C)(C)C)C